F[C@H]1[C@H](C1)C(=O)NC1=NC=C2C=C(N3C(C2=C1)=CN=C3)C=3C=NC(=CC3C)[C@H](CC)O (1R,2R)-2-fluoro-N-(5-(6-((S)-1-hydroxypropyl)-4-methylpyridin-3-yl)imidazo[5,1-a][2,6]naphthyridin-9-yl)cyclopropane-carboxamide